BrCCCS(=O)(=O)/N=C/N(C)C (E)-N'-(3-bromopropanesulfonyl)-N,N-dimethylmethanimidamide